C(CCCCCCCCCCCCCCCCC)NCCC(=O)[O-].[Na+] sodium β-stearylaminopropionate